FC#CC1=CC=C(C=C1)Cl fluoro-4-chlorophenylacetylene